5-(4-nitrophenyl)-7H-pyrrolo[2,3-d]pyrimidin-4-amine [N+](=O)([O-])C1=CC=C(C=C1)C1=CNC=2N=CN=C(C21)N